β,β-dimethylphenylalanine CC([C@H](N)C(=O)O)(C1=CC=CC=C1)C